NC=1C=C(CC2=NC3=C(N2CCOC)C=C(C=C3)C(=O)OC)C=CC1C1=NC(=CC=C1)OCC1=C(C=C(C=C1)C#N)F methyl 2-(3-amino-4-(6-((4-cyano-2-fluorobenzyl) oxy) pyridin-2-yl) benzyl)-1-(2-methoxyethyl)-1H-benzo[d]imidazole-6-carboxylate